ClC1=CC=C(C=C1)[C@H](C(=O)N1CCN(CC1)C=1C2=C(N=CN1)[C@@H](C[C@H]2C)O)CN2CCC(CC2)F (S)-2-(4-chlorophenyl)-3-(4-fluoropiperidin-1-yl)-1-(4-((5R,7R)-7-hydroxy-5-methyl-6,7-dihydro-5H-cyclopenta[d]pyrimidin-4-yl)piperazin-1-yl)propan-1-one